FC=1C=NC(=NC1)N1C[C@@H](CC1)NC(=O)C=1N(C(=C(C1)S(=O)(=O)C=1C=C2C=NN(C2=CC1)COCC[Si](C)(C)C)C)C N-[(3R)-1-(5-fluoropyrimidin-2-yl)pyrrolidin-3-yl]-1,5-dimethyl-4-[1-(2-trimethylsilylethoxymethyl)indazol-5-yl]sulfonyl-pyrrole-2-carboxamide